4-methyl-Pyridine-2-amine CC1=CC(=NC=C1)N